C1(=CC(=CC=C1)C=1C=CC2=C(N=C(O2)S)C1)C 5-(m-tolyl)benzo[d]oxazole-2-thiol